NC1(CCC2(C(=C(C3=CC=CC=C23)C(C)C)C)CC1)C(=O)O 4-amino-2'-methyl-3'-(propan-2-yl)spiro[cyclohexane-1,1'-indene]-4-carboxylic acid